C(C)(C)(C)OC(N[C@H]1CN(CC[C@H]1OC)C(=O)C1=CC2=C(N(C(=N2)C2=CC=3C(=NC=CC3)N2CC2CC2)C)C=C1)=O N-[(3S,4R)-1-{2-[1-(cyclopropylmethyl)-1H-pyrrolo[2,3-b]pyridin-2-yl]-1-methyl-1H-1,3-benzodiazole-5-carbonyl}-4-methoxypiperidin-3-yl]carbamic acid tert-butyl ester